ClC1=CC2=C(C(=NNC2=O)Cl)N=C1 3,8-dichloropyrido[2,3-d]pyridazin-5(6H)-one